1,1-dimethyl-3-(1-hydroxy-2-propyloxy)butyl hydroperoxide CC(CC(C)OC(CO)C)(C)OO